tert-butyl (3R)-3-[[3-[(E)-4-[tert-butyl(dimethyl)silyl]oxybut-1-enyl]-2-pyridyl]-[2-fluoro-4-(triazolo[4,5-b]pyridin-3-yl)benzoyl]amino]piperidine-1-carboxylate [Si](C)(C)(C(C)(C)C)OCC/C=C/C=1C(=NC=CC1)N([C@H]1CN(CCC1)C(=O)OC(C)(C)C)C(C1=C(C=C(C=C1)N1N=NC=2C1=NC=CC2)F)=O